(1S,2S)-1-(5-chloropyrimidin-2-yl)-N-(4-(4,6-dimethoxypyrimidin-5-yl)-5-(methoxymethyl)-4H-1,2,4-triazol-3-yl)-1-isopropoxypropane-2-sulfonamide ClC=1C=NC(=NC1)[C@@H]([C@H](C)S(=O)(=O)NC1=NN=C(N1C=1C(=NC=NC1OC)OC)COC)OC(C)C